Ethyl 2-((1R,3R)-3-((2S,3S)-N-(hexyloxy)-3-methyl-2-((R)-1-methylpiperidine-2-carboxamido)pentanamido)-4-methyl-1-((4-nitrophenoxy)carbonyloxy)pentyl)thiazole-4-carboxylate C(CCCCC)ON(C([C@H]([C@H](CC)C)NC(=O)[C@@H]1N(CCCC1)C)=O)[C@H](C[C@@H](OC(=O)OC1=CC=C(C=C1)[N+](=O)[O-])C=1SC=C(N1)C(=O)OCC)C(C)C